N-(5-Chloro-2-fluorobenzyl)-2-[(3R)-3'-fluoro-3-methyl[1,4'-bipiperidin]-1'-yl]-1,3-thiazole-5-carboxamide ClC=1C=CC(=C(CNC(=O)C2=CN=C(S2)N2CC(C(CC2)N2C[C@@H](CCC2)C)F)C1)F